1-(tert-Butyl)-5-methyl-3-(4-isopropylphenyl)-pyrazole-4-ol C(C)(C)(C)N1N=C(C(=C1C)O)C1=CC=C(C=C1)C(C)C